COC1=CC=C(C=C1)C(OC12CC(CC(C(C1)O)N2C(C)C)OC(C(C)(C)C)=O)(C2=CC=C(C=C2)OC)C2=CC=C(C=C2)OC (Tris(4-methoxyphenyl)methoxy)-8-isopropyl-3-pivaloyloxy-8-azabicyclo[3.2.1]octan-6-ol